(S)-10-((5-chloro-2-((S)-3-methylpiperazin-1-yl)pyridin-4-yl)amino)-2-cyclopropyl-3,3-difluoro-7-methyl-1,2,3,4-tetrahydro-[1,4]oxazepino[2,3-c]quinolin-6(7H)-one ClC=1C(=CC(=NC1)N1C[C@@H](NCC1)C)NC1=CC=2C3=C(C(N(C2C=C1)C)=O)OCC([C@@H](N3)C3CC3)(F)F